[3-[(2,4,5-trifluorophenyl)methylamino]propionyl]-3-azabicyclo[2.2.1]heptane-2-carbonitrile FC1=C(C=C(C(=C1)F)F)CNCCC(=O)C12C(NC(CC1)C2)C#N